BrC1=C(C(=CC=C1)C1=NN(C(=C1)N1CCNCC1)C)O 2-bromo-6-(1-methyl-5-(piperazin-1-yl)-1H-pyrazol-3-yl)phenol